2-methyl-5-(3-(trifluoromethyl)phenyl)-N-(4-((4-(trifluoromethyl)piperidin-1-yl)methyl)thiazol-2-yl)furan-3-carboxamide CC=1OC(=CC1C(=O)NC=1SC=C(N1)CN1CCC(CC1)C(F)(F)F)C1=CC(=CC=C1)C(F)(F)F